CC(C)(C)OC(=O)N1C[C@H]([C@H](CC1)OCC#C)F (3R,4S)-3-fluoro-4-(prop-2-ynyloxy)piperidin-1-carboxylic acid-2-methylpropan-2-yl ester